3-methyl-N-(4-methyl-1,1-dioxidotetrahydro-2H-thiopyran-4-yl)imidazo[1,2-a]pyridine-2-carboxamide CC1=C(N=C2N1C=CC=C2)C(=O)NC2(CCS(CC2)(=O)=O)C